dimethyl-boron silicon [Si].C[B]C